aminomannose NC(=O)[C@@H](O)[C@@H](O)[C@H](O)[C@H](O)CO